C(C)(C)(C)OC(=O)N1CCC(=CC1)C1=C(C=C(C(=O)NC2=CC(=C(C=C2F)C=2CCN(CC2)C(=O)OC(C)(C)C)F)C=C1)F tert-butyl 4-[4-(4-{1-[(tert-butoxy)carbonyl]-1,2,3,6-tetrahydropyridin-4-yl}-3-fluorobenzamido)-2,5-difluorophenyl]-1,2,3,6-tetrahydropyridine-1-carboxylate